C[C@]1(O)C[C@@H](O)[C@H](O)[C@H](O1)CN methyl-2,6-dideoxy-6-amino-beta-D-glucopyranose